CC1=C(C(=O)Cl)C=C(C=C1)[N+](=O)[O-] 2-methyl-5-nitro-benzoyl chloride